C(C)CC(=O)O.C(C)(=O)OCC Ethyl acetate (Ethylacetate)